ClC1=C(C=2NC(N=C(C2C=N1)C1C[C@@H](N(CC1)C(=O)OCC1=CC=CC=C1)C)=O)F benzyl (2S)-4-{7-chloro-8-fluoro-2-oxo-1H,2H-pyrido[4,3-d]pyrimidin-4-yl}-2-methylpiperidine-1-carboxylate